(1S,2S)-N-(6-(7-(acetylamino(cyano)methyl)-5-chloro-6-fluoro-1H-indazol-4-yl)imidazo[1,2-a]pyrazin-2-yl)-2-fluorocyclopropane-1-carboxamide C(C)(=O)NC(C=1C(=C(C(=C2C=NNC12)C=1N=CC=2N(C1)C=C(N2)NC(=O)[C@H]2[C@H](C2)F)Cl)F)C#N